C1=C(C=CC=2C3=CC=C(C=C3NC12)P(O)(=O)O)P(O)(=O)O 2,7-carbazolediphosphonic acid